NC1=C(C=2C(=NC=C(C2S1)F)C=1C2=C(C=3C=NC(=NC3C1F)N1C[C@@H]([C@@H](C1)F)N)COC2)C#N 2-Amino-4-(3-((3S,4R)-3-amino-4-fluoropyrrolidin-1-yl)-5-fluoro-7,9-dihydrofuro[3,4-f]quinazolin-6-yl)-7-fluorothieno[3,2-c]pyridine-3-carbonitrile